[1,4-dioxin-5-yl]-2-methyl-2,3,4,7-tetrahydro-1H-azepine-1-carboxylate O1C=COC(=C1)OC(=O)N1C(CCC=CC1)C